CNC(C1=NC=C(C=C1)N1CCC(CC1)N1CC(CC1)C1=NN2C(C(N1)=O)=CC=C2C)=O N-methyl-5-(4-(3-(7-methyl-4-oxo-3,4-dihydropyrrolo[2,1-f][1,2,4]triazin-2-yl)pyrrolidin-1-yl)piperidin-1-yl)picolinamide